FC1=CC=C(C=C1)C1=C(C=CC=C1N)N (4-fluorophenyl)benzene-1,3-diamine